N4-[3-chloro-5-methyl-2-(morpholin-4-yl)phenyl]-N1,N1-dimethylbenzene-1,4-disulfonamide ClC=1C(=C(C=C(C1)C)NS(=O)(=O)C1=CC=C(C=C1)S(=O)(=O)N(C)C)N1CCOCC1